(R)-(3-(3-((dimethylamino)methyl)-1,2,4-thiadiazol-5-yl)-8-methyl-5,6-dihydro-[1,2,4]triazolo[4,3-a]pyrazin-7(8H)-yl)(4-fluorophenyl)methanone CN(C)CC1=NSC(=N1)C1=NN=C2N1CCN([C@@H]2C)C(=O)C2=CC=C(C=C2)F